C(#N)C=1C=CC(=NC1)N1CCN(CC1)C=1C=CC(=NC1)NC(C1=CC=C(C=C1)OC)=O N-(5-(4-(5-Cyanopyridin-2-yl)piperazin-1-yl)pyridin-2-yl)-4-methoxybenzamid